C(#N)C=1C=C(C=CC1)C1=CN(C2=CC(=CC=C12)CNC(=O)C1=CNC2=NC=CC=C21)C2CCN(CC2)C=2SC=CN2 N-((3-(3-cyanophenyl)-1-(1-(thiazol-2-yl)piperidin-4-yl)-1H-indol-6-yl)methyl)-1H-pyrrolo[2,3-b]pyridine-3-carboxamide